ClC1=C(C(=O)N(CC=2OC=CC2)CC2=C(C=C(C(=C2)OC)OC)NCC)C=CC=C1 2-chloro-N-(2-(ethylamino)-4,5-dimethoxybenzyl)-N-(furan-2-ylmethyl)benzamide